4-((2-((4-cyanophenyl)amino)-6-(2-(prop-2-yn-1-yloxy)benzyl)-5,6,7,8-tetrahydropyrido[4,3-d]pyrimidin-4-yl)oxy)-3,5-dimethylbenzonitrile C(#N)C1=CC=C(C=C1)NC=1N=C(C2=C(N1)CCN(C2)CC2=C(C=CC=C2)OCC#C)OC2=C(C=C(C#N)C=C2C)C